6-Amino-3-(4'-chloro-3-(2-oxooxazolidin-3-yl)-1',2'-dihydrospiro[cyclopentane-1,3'-pyrrolo[2,3-b]pyridin]-5'-yl)-2-fluoro-N,N-dimethylbenzamide NC1=CC=C(C(=C1C(=O)N(C)C)F)C=1C(=C2C(=NC1)NCC21CC(CC1)N1C(OCC1)=O)Cl